C(C=1C(O)=CC=CC1)(=O)O.C(C(O)C)(=O)O lactic acid salicylate